4-bromo-1-(1-(3-bromo-4-fluorophenyl)-2-(dimethylamino)ethyl)pyridin BrC1=CCN(C=C1)C(CN(C)C)C1=CC(=C(C=C1)F)Br